(S)-3-(5-(4-((1-(4-((R)-6'-hydroxy-3',4'-dihydro-1'H-spiro[cyclohexane-1,2'-naphthalen]-1'-yl)phenyl)piperidin-4-yl)methyl)piperazin-1-yl)-1-oxoisoindolin-2-yl)piperidine-2,6-dione OC=1C=C2CCC3([C@@H](C2=CC1)C1=CC=C(C=C1)N1CCC(CC1)CN1CCN(CC1)C=1C=C2CN(C(C2=CC1)=O)[C@@H]1C(NC(CC1)=O)=O)CCCCC3